OCC1(CCOCC1)NC(=O)C1=C(SC2=C1C=C(C=C2)OCC=2C(=NC=CC2)O)C N-[4-(hydroxymethyl)oxan-4-yl]-5-[(2-hydroxypyridin-3-yl)methoxy]-2-methyl-1-benzothiophene-3-carboxamide